ClC=1C=C2C(=CN1)N(N=C2)C(C)=O 1-(5-chloro-1H-pyrazolo[3,4-c]pyridin-1-yl)ethan-1-one